The molecule is a diterpenoid isolated from Sesquicillium candelabrum and has been shown to act as a blocker of the voltage-gated potassium channel Kv1.3. It has a role as a metabolite and a potassium channel blocker. It is a diterpenoid, an organic heterotricyclic compound, a cyclic ether, a member of 4-pyranones and a ketene acetal. CC1=C(OC(=C(C1=O)C[C@@H]2C(=C)CC[C@@H]3[C@@]2(CC[C@@H]4[C@]3(CC=CO4)C)C)OC)C